4-nitrobenzyl ((1R,2R,3R,4S)-3-isopropylbicyclo[2.2.1]heptan-2-yl)carbamate C(C)(C)[C@H]1[C@@H]([C@@H]2CC[C@H]1C2)NC(OCC2=CC=C(C=C2)[N+](=O)[O-])=O